C(CCCCCCCCCCCCCCCCCCCC)OC(CCCCCCCCCCCCCCCCC)=O.COC1=C(C=C(C=C1)C(=O)N1CCC(CC1)COCCC1CCNCC1)N1C(NC(CC1)=O)=O 1-(2-methoxy-5-(4-((2-(piperidin-4-yl)ethoxy)methyl)piperidine-1-carbonyl)phenyl)dihydroPyrimidine-2,4(1H,3H)-dione heneicosyl-stearate